OC1=C(C=CC(C1)(C(=O)O)C(=O)O)C1=CC=CC=C1 hydroxy-4,4-biphenyldicarboxylic acid